BrC=1C=C2C(=CNC2=CC1)NC(CC)=O N-(5-bromo-1H-indol-3-yl)propanamide